2-benzyloxy-5-bromo-3-(difluoromethyl)pyridine methyl-2-(4-cyanophenyl)-3-oxobutanoate COC(C(C(C)=O)C1=CC=C(C=C1)C#N)=O.C(C1=CC=CC=C1)OC1=NC=C(C=C1C(F)F)Br